bromophenyl-phosphonium bromide [Br-].Br[PH2+]C1=CC=CC=C1